calcium sorbate C(\C=C\C=C\C)(=O)[O-].[Ca+2].C(\C=C\C=C\C)(=O)[O-]